6-(3-(3-((Tert-butoxycarbonyl)((2-chloro-[1,1'-biphenyl]-4-yl)methyl)amino)propanamido)propyl)-5-oxo-5,6-dihydrobenzo[c][2,6]naphthyridine-8-carboxylic acid C(C)(C)(C)OC(=O)N(CCC(=O)NCCCN1C(C2=CC=NC=C2C2=C1C=C(C=C2)C(=O)O)=O)CC2=CC(=C(C=C2)C2=CC=CC=C2)Cl